[Cl-].C[NH+]1CCOCC1.[N] nitrogen methyl-morpholinium chloride